(S)-8-(naphthalene-2-ylsulfonyl)-1-oxa-8-azaspiro[4.5]dec-3-yl-2-phenylpropionamide C1=C(C=CC2=CC=CC=C12)S(=O)(=O)N1CCC2(CC(CO2)[C@@](C(=O)N)(C)C2=CC=CC=C2)CC1